NC1=C(C=NC=C1OCC1(CC1)S(=O)(=O)C1CC1)CO (4-amino-5-((1-(cyclopropylsulfonyl)cyclopropyl)methoxy)pyridin-3-yl)methanol